4-hydroxy-1-(4-methoxybenzyl)-1,4,6,7-tetrahydropyrano[4,3-c]pyrazole-6-carboxylic acid methyl ester COC(=O)C1CC=2N(N=CC2C(O1)O)CC1=CC=C(C=C1)OC